(E)-4-(6-(2-(3-methylbenzylidene)hydrazinyl)-9-(2-(pyridin-2-yl)ethyl)-9H-purin-2-yl)morpholine CC=1C=C(\C=N\NC2=C3N=CN(C3=NC(=N2)N2CCOCC2)CCC2=NC=CC=C2)C=CC1